racemic-3-(hydroxymethyl)-2-azabicyclo[2.1.1]Hexane-2-carboxylic acid tert-butyl ester C(C)(C)(C)OC(=O)N1C2CC([C@@H]1CO)C2 |r|